(2S,3R,4E)-2-Azido-1-(galactopyranosyloxy)octadec-4-en-3-ol N(=[N+]=[N-])[C@@H](COC1[C@H](O)[C@@H](O)[C@@H](O)[C@H](O1)CO)[C@@H](\C=C\CCCCCCCCCCCCC)O